[Li+].CN1N=CC=C1C(=O)[O-] 1-methyl-1H-pyrazole-5-carboxylic acid, lithium salt